2-methyl-indazole-6-carboxamide CN1N=C2C=C(C=CC2=C1)C(=O)N